2-(azetidine-1-carbonyl)-7-(2-(4-fluoro-2,6-dimethylphenoxy)-5-(2-hydroxyprop-2-yl)phenyl)-5-methyl-1,5-dihydro-4H-pyrrolo[3,2-c]pyridin-4-one N1(CCC1)C(=O)C1=CC=2C(N(C=C(C2N1)C1=C(C=CC(=C1)C(C)(C)O)OC1=C(C=C(C=C1C)F)C)C)=O